O1CCCC(C12OCCCC2)OP(=O)(O)O.ClC2=NC=C(C(=N2)C=C)Cl 2,5-dichloro-4-vinyl-pyrimidine 1,7-dioxaspiro[5.5]undecane-5-yl-dihydrogenphosphate